C(N)(=O)C=1C(=NN2C1NCC[C@H]2C2CCN(CC2)C2CCN(CC2)C2CN(C2)C(=O)OC(C)(C)C)C2=CC=C(C=C2)OC2=CC=CC=C2 tert-butyl 3-[4-[4-[(7S)-3-carbamoyl-2-(4-phenoxyphenyl)-4,5,6,7-tetrahydropyrazolo[1,5-a]pyrimidin-7-yl]-1-piperidyl]-1-piperidyl]azetidine-1-carboxylate